E-but-2-enal C(\C=C\C)=O